2-(4-chloro-3-fluorophenoxy)-N-(piperidin-4-yl)acetamide HCl salt Cl.ClC1=C(C=C(OCC(=O)NC2CCNCC2)C=C1)F